3-(aminomethyl)azetidine-1-sulfonamide 1-(4-(hydroxymethyl)phenyl)ethyl-4-(6-(1-methyl-1H-pyrazol-4-yl)pyrazolo[1,5-a]pyridin-3-yl)piperazine-1-carboxylate OCC1=CC=C(C=C1)C(C)OC(=O)N1CCN(CC1)C=1C=NN2C1C=CC(=C2)C=2C=NN(C2)C.NCC2CN(C2)S(=O)(=O)N